tetradecyl-tributyl-phosphonium tetrafluoroborate F[B-](F)(F)F.C(CCCCCCCCCCCCC)[P+](CCCC)(CCCC)CCCC